NC1=CC=C(NC(C)=O)C=C1 4'-aminoacetoanilide